FC(C1=NC=CC(=C1)C1=NC(=C(C=C1)OC[C@](CC(=C)C)(N)C)C(F)F)F (S)-1-((2',6-bis(difluoromethyl)-[2,4'-bipyridin]-5-yl)oxy)-2,4-dimethylpent-4-en-2-amine